[Na+].C(C)P([O-])(=O)CC diethylphosphinate sodium